BrC1=C2C=NN(C2=CC2=C1C(CC2)C2CC2)C2OCCCC2 4-bromo-5-cyclopropyl-1-(tetrahydro-2H-pyran-2-yl)-1,5,6,7-tetrahydrocyclopenta[f]indazole